(5'-bromo-4-methylspiro[cyclohexane-1,3'-indolin]-1'-yl)(3-((4,4-difluoropiperidin-1-yl)sulfonyl)phenyl)methanone BrC=1C=C2C3(CN(C2=CC1)C(=O)C1=CC(=CC=C1)S(=O)(=O)N1CCC(CC1)(F)F)CCC(CC3)C